ClC=1N=C(C2=C(N1)N(C(=C2)C)S(=O)(=O)C2=CC=C(C)C=C2)NCC(C)(O)C 1-((2-chloro-6-methyl-7-tosyl-7H-pyrrolo[2,3-d]pyrimidin-4-yl)amino)-2-methylpropan-2-ol